N1=CN=C(C2=C1NC=C2)N2CCN(CC2)CC(=O)NC2=CC=C(C=C2)S(NC(C)(C)C)(=O)=O 2-(4-(7H-pyrrolo[2,3-d]pyrimidin-4-yl)piperazin-1-yl)-N-(4-(N-(tert-butyl)sulfamoyl)phenyl)acetamide